3-methyl-5-(N-(2-phenylacetyl)sulfamoyl)benzofuran-2-carboxylic acid CC1=C(OC2=C1C=C(C=C2)S(NC(CC2=CC=CC=C2)=O)(=O)=O)C(=O)O